6-methyl-1H-indazol-4-amine CC=1C=C(C=2C=NNC2C1)N